C(C1=CC=CC=C1)SC1=NC(=CC=C1O[C@H](C)C1=C2C(C(=C(OC2=CC=C1C)C1=CC=CC=C1)C)=O)Cl [(R)-1-[(2-benzylsulfanyl-6-chloro-3-pyridyl)oxy]ethyl]-3,6-dimethyl-2-phenyl-chromen-4-one